[N+](=O)([O-])C1=CC=C(C=C1)C(CS(=O)C1=NN=NN1C)=O 1-(4-Nitrophenyl)-2-((1-methyl-1H-tetrazol-5-yl)sulfinyl)ethan-1-one